chroman-6-carboxylic acid (2-diethylamino-benzoxazol-5-yl)-amide C(C)N(C=1OC2=C(N1)C=C(C=C2)NC(=O)C=2C=C1CCCOC1=CC2)CC